BrC1=CC=C2C(=N1)N=C(O2)N[C@H]2CN(CCC2)C 5-Bromo-N-[(3R)-1-methyl-3-piperidyl]oxazolo[4,5-b]pyridin-2-amine